1-Methyl-2-(6-trifluoromethyl-benzothiazol-2-ylamino)-1H-benzoimidazole-5-carboxylic acid [2-((R)-3-methoxy-piperidin-1-yl)-2-oxo-ethyl]-amide CO[C@H]1CN(CCC1)C(CNC(=O)C1=CC2=C(N(C(=N2)NC=2SC3=C(N2)C=CC(=C3)C(F)(F)F)C)C=C1)=O